CN(C[C@H](COCC)O)C (R)-1-(dimethylamino)-3-ethoxypropan-2-ol